4-(4-((5,7-dimethyl-1H-indol-4-yl)methyl)-1-(2-hydroxy-2-methylpropyl)piperidin-3-yl)benzoic acid CC=1C(=C2C=CNC2=C(C1)C)CC1C(CN(CC1)CC(C)(C)O)C1=CC=C(C(=O)O)C=C1